C(C)(C)(C)OC(=O)N1CCC=2C3=C(NC(C2C1)=O)C=CS3 5-oxo-4,5,8,9-tetrahydrothieno[3,2-c][2,7]naphthyridine-7(6H)-carboxylic acid tert-butyl ester